tert-butyl 7-{2-[(4-{[(2S)-1,4-dioxan-2-yl]methoxy}phenyl)amino]-5H,6H,7H,8H-pyrido[3,4-d]pyrimidin-7-yl}-8-methyl-1H,2H,3H-pyrido[2,3-b][1,4]oxazine-1-carboxylate O1[C@@H](COCC1)COC1=CC=C(C=C1)NC=1N=CC2=C(N1)CN(CC2)C2=C(C1=C(OCCN1C(=O)OC(C)(C)C)N=C2)C